[14C]benzoic acid [14C](C1=CC=CC=C1)(=O)O